BrC=1C(=NNC1)OC 4-bromo-3-methoxy-1H-pyrazole